CC(CNC(C=CC=CCCC(CCCCCC)=O)=O)C N-(2-methylpropyl)-8-oxo-2,4-tetradecadienamide